[Cl-].C(CCCCCCCCCCCCCCCCC)[N+](C)(C)CC1=CC=CC=C1 octadecyl-N,N-dimethylbenzyl-ammonium chloride